1-(2-octyl)-2-hydroxymethyl-5-benzyloxypyridin-4-one CC(CCCCCC)N1C(=CC(C(=C1)OCC1=CC=CC=C1)=O)CO